4-bromo-(3,5-dimethyl)biphenyl BrC1=C(C=C(C=C1C)C1=CC=CC=C1)C